[N-](S(=O)(=O)C(F)(F)F)S(=O)(=O)C(F)(F)F.C(C)N1C=[N+](C=C1)C 1-ethyl-3-methylimidazolium-bis(trifluoromethylsulfonyl)imide salt